2-furyl-(methyl)malonic acid diethyl ester C(C)OC(C(C(=O)OCC)(C)C=1OC=CC1)=O